3-bromo-4-fluoro-1H-pyrrolo[2,3-b]pyridine BrC1=CNC2=NC=CC(=C21)F